5-propyl-3H-imidazo[2,1-B]purin-4-one C(CC)N1C=2N(C=3N=CNC3C1=O)C=CN2